2-methyl-2-hexenedioic acid CC(C(=O)O)=CCCC(=O)O